O=C1CC(CC1)[13C](=O)O 3-oxocyclopentane-1-carboxylic acid-13C